quinolin-8-amine N1=CC=CC2=CC=CC(=C12)N